O[C@H](C)C1=NN(C(=C1C=1C=CC=C2C(=C(NC12)C(=O)OCC)CCCOC1=CC=CC2=CC=CC=C12)C)C |r| (rac)-ethyl 7-{3-[1-hydroxyethyl]-1,5-dimethyl-1H-pyrazol-4-yl}-3-[3-(naphthalen-1-yloxy)propyl]-1H-indole-2-carboxylate